1-(6-(4,4-difluoropiperidin-1-yl)pyridin-2-yl)ethan-1-one methoxymethyl-4-((4-(benzyloxy)-2-methoxy-6-methylbenzoyl)oxy)-3-fluoro-2,5,6-trimethylbenzoate COCOC(C1=C(C(=C(C(=C1C)C)OC(C1=C(C=C(C=C1C)OCC1=CC=CC=C1)OC)=O)F)C)=O.FC1(CCN(CC1)C1=CC=CC(=N1)C(C)=O)F